8-methyl-6-(2-morpholin-4-yl-ethyl)-2-thieno[2,3-c]pyridin-5-yl-3H-quinazolin-4-one hydrochloride Cl.CC=1C=C(C=C2C(NC(=NC12)C=1C=C2C(=CN1)SC=C2)=O)CCN2CCOCC2